N-methyl-1-(4-(6-(2-(2-oxo-4-(3-(trifluoromethoxy)benzyl)piperazin-1-yl)acetamido)pyridazin-3-yl)butyl)-1H-1,2,3-triazole-4-carboxamide CNC(=O)C=1N=NN(C1)CCCCC=1N=NC(=CC1)NC(CN1C(CN(CC1)CC1=CC(=CC=C1)OC(F)(F)F)=O)=O